COC1=NC=C(C(=N1)OC)C=1C=C(C=2N(N1)C=CN2)[C@@H]2[C@H](C2)C(C)(C)O 2-((1S,2S)-2-(6-(2,4-dimethoxypyrimidin-5-yl)imidazo[1,2-b]pyridazin-8-yl)cyclopropyl)propan-2-ol